1-(3-((1-isopropyl-6-((5-methylthiazol-2-yl)amino)-1H-pyrrolo[3,2-c]pyridin-4-yl)oxy)piperidin-1-yl)prop-2-en-1-one C(C)(C)N1C=CC=2C(=NC(=CC21)NC=2SC(=CN2)C)OC2CN(CCC2)C(C=C)=O